CC1(OC2CC34C(C(C(C2(O1)C)C4)(C)C)CCC3C)C3C(C3)C 5,7,9,9,13-pentamethyl-5-[2-methylcyclopropyl]-4,6-dioxatetracyclo[6.5.1.01,10.03,7]tetradecane